(3S)-1-(1-(6-aminopyridin-3-yl)ethyl)piperidin-3-ol NC1=CC=C(C=N1)C(C)N1C[C@H](CCC1)O